(2S)-2-[3-[2-[3-(2,5-dioxopyrrol-1-yl)propanoylamino]ethyldisulfanyl]propanoyl-methyl-amino]propanoate O=C1N(C(C=C1)=O)CCC(=O)NCCSSCCC(=O)N([C@H](C(=O)[O-])C)C